4-(difluoromethyl)-5-(3-(6-((3,5-dimethylimidazo[1,5-a]pyridin-6-yl)oxy)-2-azaspiro[3.3]heptan-2-yl)propyl)pyridazin-3(2H)-one FC(C=1C(NN=CC1CCCN1CC2(C1)CC(C2)OC=2C=CC=1N(C2C)C(=NC1)C)=O)F